CN1C(=C(C=C1)C(=O)NC1=CC=C(C=C1)OCOCC[Si](C)(C)C)C 1,2-dimethyl-N-[4-(2-trimethylsilyl-ethoxymethoxy)phenyl]pyrrole-3-carboxamide